CC(COC(CCC1=CC(=C(C(=C1)C)O)C(C)(C)C)=O)(C)C1OCC2(CO1)COC(OC2)C(COC(CCC2=CC(=C(C(=C2)C)O)C(C)(C)C)=O)(C)C 3,9-bis[1,1-dimethyl-2-[β-(3-tert-butyl-4-hydroxy-5-methylphenyl)propionyloxy]ethyl]2,4,8,10-tetraoxaspiro[5.5]-undecane